1-((5-(1-(2,6-dichlorophenyl)azetidin-3-yl)-4,6-dimethylpyridin-2-yl)methyl)-piperidine-4-carboxylic acid, formate salt C(=O)O.ClC1=C(C(=CC=C1)Cl)N1CC(C1)C=1C(=CC(=NC1C)CN1CCC(CC1)C(=O)O)C